OC1=C(C=2C(C3=CC=CC(=C3C(C2C=C1)=O)O)=O)OC 2,5-dihydroxy-1-methoxyanthraquinone